ClC1=CC(=C(C=C1)C1(CC1)C(=O)NC=1C=C(C(=C(C(=O)OCC)C1)C=1C=NN(C1)CC)F)F Ethyl 5-({[1-(4-chloro-2-fluorophenyl)cyclopropyl]carbonyl} amino)-2-(1-ethyl-1H-pyrazol-4-yl)-3-fluorobenzoate